FC(CS(=O)(=O)NC1=C(C(=C(C2=CC=CC=C12)OC=1N=C(SC1C1=NC(=NC=C1)N[C@@H]1CNCCC1)C)C)F)(F)F 2,2,2-trifluoro-N-[2-fluoro-3-methyl-4-[2-methyl-5-[2-[[(3S)-3-piperidyl]amino]pyrimidin-4-yl]thiazol-4-yl]oxy-1-naphthyl]ethanesulfonamide